7-aminopyrazolo[1,5-a]pyrimidine-3-carbonitrile NC1=CC=NC=2N1N=CC2C#N